{6,11-dioxa-2-azaspiro[3.8]dodec-8-yn-2-yl}-2-hydroxyethan-1-one C1N(CC12COCC#CCOC2)C(CO)=O